C(N)(OC(C(CCNC)C)(C)C)=O methyl(2-(methylamino)ethyl)tert-butyl carbamate